6-chloro-7-[(2R)-2-[1-[(3-chloropyridin-2-yl)oxy]ethyl]pyrrolidin-1-yl]-4-oxo-1-phenylquinoline-3-carboxylic acid ClC=1C=C2C(C(=CN(C2=CC1N1[C@H](CCC1)C(C)OC1=NC=CC=C1Cl)C1=CC=CC=C1)C(=O)O)=O